(1S,4R)-2-azabicyclo[2.2.1]hept-5-ene-3-one [C@@H]12NC([C@@H](C=C1)C2)=O